C1(=CC=CC=C1)CCCS(=O)(=O)OC=1C=C(C=CC1)NC(=O)NC1=CC=C(C=C1)OS(=O)(=O)CCCC1=CC=CC=C1 N-[3-(phenylpropanesulfonyloxy)phenyl]-N'-[4-(phenylpropanesulfonyloxy)phenyl]urea